1-[6-(trifluoromethyl)-3-pyridinyl]-3-pyridinecarbonitrile FC(C1=CC=C(C=N1)N1CC(=CC=C1)C#N)(F)F